dihydro-3H-pyridazino[4,5-b]indol C1NNC=C2N=C3C=CC=CC3=C21